C(C)(C)(C)OC(=O)N1C(C(C2=NNC(C=3C=C(C=C1C23)F)=O)N2C(N3[C@H](C2=O)CCC3)=O)C3=CC=C(C=C3)F 5-fluoro-8-(4-fluorophenyl)-9-((7aS)-tetrahydro-1H-pyrrolo[1,2-c]imidazole-1,3(2H)-dione-2-yl)-8,9-dihydro-2H-pyrido[4,3,2-de]phthalazine-3(7H)-one-7-carboxylic acid tert-butyl ester